C(#N)C1=C(C=CC(=C1)F)N1CC2(C1)CC(C2)(C)OC=2C=CC(=NC2C(=O)N[C@H]2CNCC2)C=2C(=NC=CC2)OCC (R)-5-((2-(2-cyano-4-fluorophenyl)-6-methyl-2-azaspiro[3.3]heptan-6-yl)oxy)-2'-ethoxy-N-(pyrrolidin-3-yl)-[2,3'-bipyridine]-6-carboxamide